4-{2-[5-fluoro-2-(naphthalene-1-sulfonamido)phenyl]ethynyl}benzoic acid FC=1C=CC(=C(C1)C#CC1=CC=C(C(=O)O)C=C1)NS(=O)(=O)C1=CC=CC2=CC=CC=C12